(S)-N-(3-(5-Fluoro-2-((2-fluoro-3-(methylsulfonyl)phenyl)amino)pyrimidin-4-yl)-1H-indol-7-yl)-2-(4-methylpiperazin-1-yl)butanamid FC=1C(=NC(=NC1)NC1=C(C(=CC=C1)S(=O)(=O)C)F)C1=CNC2=C(C=CC=C12)NC([C@H](CC)N1CCN(CC1)C)=O